C(C1=CC=CC=C1)N([C@@H](C(C)C)C(=O)N1[C@@H](C[C@H](C1)C(F)(F)F)C(=O)O)C(C(F)(F)F)=O benzyl-N-(trifluoroacetyl)-L-valyl-(4R)-4-(trifluoromethyl)-L-proline